2-(2-chlorophenyl)-N-(2-(3-methylbutan-2-yl)-4-sulfamoyl-2H-indazol-6-yl)acetamide ClC1=C(C=CC=C1)CC(=O)NC=1C=C(C2=CN(N=C2C1)C(C)C(C)C)S(N)(=O)=O